N1CC(C1)C1=CC=C(OC2=NC(=NC(=C2)C2=C(C=CC=C2C)C)NS(=O)(=O)C=2C=NN(C2)C)C=C1 N-[4-[4-(azetidin-3-yl)phenoxy]-6-(2,6-dimethylphenyl)pyrimidin-2-yl]-1-methyl-pyrazole-4-sulfonamide